N1N=CC=2C1=NC=C(C2)C#CC=2C=C(C(=O)NC1=CC=C3C(=NC=NC3=C1)N1CCC(CC1)C)C=CC2C 3-((1H-pyrazolo[3,4-b]pyridin-5-yl)ethynyl)-4-methyl-N-(4-(4-methylpiperidin-1-yl)quinazolin-7-yl)benzamide